6-morpholinomethyl-7-(1-naphthylmethyl)-5-oxo-8-phenyl-2,3-dihydro-5H-[1,3]thiazolo[3,2-a]pyridine-3-carboxylic acid, lithium salt [Li+].O1CCN(CC1)CC1=C(C(=C2N(C1=O)C(CS2)C(=O)[O-])C2=CC=CC=C2)CC2=CC=CC1=CC=CC=C21